2-{3-[4-(dimethylsulfamoyl)phenyl]-4-(hydroxyamino)-4-methyl-5-oxo-4,5-dihydro-1H-pyrazol-1-yl}acetic acid CN(S(=O)(=O)C1=CC=C(C=C1)C1=NN(C(C1(C)NO)=O)CC(=O)O)C